4-(3-amino-4-methyl-1H-indazol-5-yl)-3-methyl-N-(1-methylpiperidin-4-yl)benzenesulfonamide NC1=NNC2=CC=C(C(=C12)C)C1=C(C=C(C=C1)S(=O)(=O)NC1CCN(CC1)C)C